2-methyl-propan-1,1-diol CC(C(O)O)C